O1C(=CC=C1)C1OCCC(C1)(O)C (furan-2-yl)-4-methyl-tetrahydropyran-4-ol